(2-((2R,3S,4S,5S)-3,4,5-trihydroxy-6-(phenylethynyl)tetrahydro-2H-pyran-2-yl)ethyl)phosphonic acid O[C@@H]1[C@H](OC([C@H]([C@H]1O)O)C#CC1=CC=CC=C1)CCP(O)(O)=O